C(CCCCCCCCCCCCCCC)(=O)NCCO N-palmitoyl-ethanolamine